O=C1NC(C=C(N1)C(=O)O)=O 2,6-dioxo-1,2,3,6-tetrahydropyrimidine-4-carboxylic acid